1,2,3,4,5-Pentafluoro-6-(4-iodobutyl)benzene FC1=C(C(=C(C(=C1CCCCI)F)F)F)F